BrC1=C(C=C(C=C1)C1=C(C=C(C=C1C)C)C)Cl 4'-bromo-3'-chloro-2,4,6-trimethyl-1,1'-biphenyl